C[S@](=O)CCO (S)-2-(methyl-sulfinyl)ethanol